benzyl (1R)-1-(((R)-tert-butylsulfinyl) amino)-3-(trifluoromethyl)-8-azaspiro[4.5]decane-8-carboxylate C(C)(C)(C)[S@@](=O)N[C@@H]1CC(CC12CCN(CC2)C(=O)OCC2=CC=CC=C2)C(F)(F)F